2-(pyrimidin-5-yl)propan N1=CN=CC(=C1)C(C)C